(1,2,2-trifluorocyclopropyl)benzene FC1(C(C1)(F)F)C1=CC=CC=C1